C(C)(C)(C)N1C(OC(C1)(C)COCC1=C(C(=O)OC)C=CC(=N1)C(F)(F)F)=O methyl 2-(((3-(tert-butyl)-5-methyl-2-oxooxazolidin-5-yl)methoxy)methyl)-6-(trifluoromethyl)nicotinate